COC1=CC=C(C=C1)N1[C@@H]2CC[C@H]1[C@H](C=1C=NC=CC12)C (5R,8S,9S)-10-(4-methoxyphenyl)-9-methyl-6,7,8,9-tetrahydro-5H-5,8-epiminocyclohepta[c]pyridine